C(C)(C)OCCN1CCN(CC1)C1=CC(=NC=C1)NC=1SC2=NC(=CC=C2N1)C=1C=NNC1 N-(4-(4-(2-isopropoxyethyl)piperazin-1-yl)pyridin-2-yl)-5-(1H-pyrazol-4-yl)thiazolo[5,4-b]pyridin-2-amine